FC1=C(C(=CC=C1)F)C1=NC=2C(=NNC2C=2C=C(N=C(C2N1)C)N1C[C@@H](N(CC1)C)C(F)(F)F)C 8-(2,6-difluorophenyl)-5,11-dimethyl-13-[(3R)-4-methyl-3-(trifluoromethyl)piperazin-1-yl]-3,4,7,9,12-pentazatricyclo[8.4.0.02,6]tetradeca-1(10),2(6),4,7,11,13-hexaene